1-[3,5-bis(trifluoromethyl)phenyl]-3-[(3R,4R)-3-(4-chloro-3-methylphenyl)piperidin-4-yl]-1,3-dimethylurea monohydrochloride Cl.FC(C=1C=C(C=C(C1)C(F)(F)F)N(C(=O)N(C)[C@H]1[C@@H](CNCC1)C1=CC(=C(C=C1)Cl)C)C)(F)F